(3R)-tert-Butyl 3-((R)-3-(3-chloro-5-fluorophenylamino)-2-oxoazepan-1-yl)cyclohexanecarboxylate ClC=1C=C(C=C(C1)F)N[C@H]1C(N(CCCC1)[C@H]1CC(CCC1)C(=O)OC(C)(C)C)=O